ClC1=C(C(=CC=2N(C(=NC21)C)C)C=C)C2=CC=CN1C(=CC=C21)C(=O)C2=CC(=C(C(=C2)F)F)F (8-(4-chloro-1,2-dimethyl-6-vinyl-1H-benzo[d]imidazol-5-yl)indolizin-3-yl)(3,4,5-trifluorophenyl)methanone